2-oxo-2-[[1-(2-trimethylsilylethoxymethyl)pyrazolo[3,4-c]pyridin-4-yl]amino]acetic acid O=C(C(=O)O)NC1=C2C(=CN=C1)N(N=C2)COCC[Si](C)(C)C